FC1=C(C=C(C=C1)F)N=C=S 2,5-difluorophenyl isothiocyanate